ethyl (3S)-3-amino-3-{4-fluoro-2'-hydroxy-5,6'-dimethyl-[1,1'-biphenyl]-3-yl}propanoate N[C@@H](CC(=O)OCC)C=1C=C(C=C(C1F)C)C1=C(C=CC=C1C)O